CC1(COC1)NS(=O)(=O)C=1C=C2C(N(C(NC2=CC1)=O)C/C=C/C(=O)O)=O (2E)-4-{6-[(3-methyloxetan-3-yl)sulfamoyl]-2,4-dioxo-1H-quinazolin-3-yl}but-2-enoic acid